3-(1-(cyclohexylmethyl)-5-methyl-1H-pyrazol-4-yl)-6-(8-(thiazolo[5,4-b]pyridin-2-ylcarbamoyl)-3,4-dihydroisoquinolin-2(1H)-yl)picolinic acid C1(CCCCC1)CN1N=CC(=C1C)C=1C(=NC(=CC1)N1CC2=C(C=CC=C2CC1)C(NC=1SC2=NC=CC=C2N1)=O)C(=O)O